tert-butyl 1-(4-bromo-3-fluoro-2-methoxyphenyl)-4-cyano-3-(2-methoxy-2-oxoethyl)-1,4,6,7-tetrahydro-5H-pyrazolo[4,3-c]pyridine-5-carboxylate BrC1=C(C(=C(C=C1)N1N=C(C=2C(N(CCC21)C(=O)OC(C)(C)C)C#N)CC(=O)OC)OC)F